bis-1H-tetrazole, diammonium salt [NH4+].[NH4+].N1N=NN=C1.N1N=NN=C1